Cl.N[C@H](C(C)C)C1=CC(=CS1)C(N)=N (R)-5-(1-amino-2-methylpropyl)thiophene-3-carboximidamide hydrochloride